butylene Succinate adipate C(CCCCC(=O)O)(=O)O.C1(CCC(=O)OCCCCO1)=O